4-Chlorobenzene-1,2-diamine ClC=1C=C(C(=CC1)N)N